FC1=C(OCC2=CC=C(C(=O)N(C)C)C=C2)C(=CC(=C1)C=O)OC 4-((2-Fluoro-4-formyl-6-methoxyphenoxy)methyl)-N,N-dimethylbenzamide